ClC1=C(C=CC(=C1)OC1=CC=C(C=C1)Cl)C1(OCC(O1)C)C 2-(2-chloro-4-(4-chlorophenoxy)phenyl)-2,4-dimethyl-1,3-dioxolane